C1(=CC=CC2=CC=CC=C12)C1=CC=C(C=C1)C1=NC=NC(=C1)C1=CC(=CC=C1)C=1C=NC=CC1 4-{4-(naphthalen-1-yl)phenyl}-6-{3-(pyridin-3-yl)phenyl}pyrimidine